CC(C)(C)S(=O)N[C@@H]1C=2N=C(SC2CC12CCNCC2)CNC 2-methyl-N-((S)-2-((methylamino)methyl)-4,6-dihydrospiro[cyclopenta[d]thiazol-5,4'-piperidin]-4-yl)propane-2-sulfinamide